(R)-1-(4-(3-Benzyl-4-(methylsulfonyl)piperazin-1-yl)phenyl)-5,7-difluoro-1H-benzo[d][1,2,3]triazol-6-ol C(C1=CC=CC=C1)[C@@H]1CN(CCN1S(=O)(=O)C)C1=CC=C(C=C1)N1N=NC2=C1C(=C(C(=C2)F)O)F